NCC1CNCCC1 3-aminomethyl-piperidine